OC[C@H](C1=CC=CC=C1)NC1=CC(=NC=C1C1=NC(=NO1)C(C)(C)O)NC1=CC=C2C(=N1)C(N(C2=O)CCC)(C)C (S)-2-((4-((2-hydroxy-1-phenylethyl)amino)-5-(3-(2-hydroxypropan-2-yl)-1,2,4-oxadiazol-5-yl)pyridin-2-yl)amino)-7,7-dimethyl-6-propyl-6,7-dihydro-5H-pyrrolo[3,4-b]pyridin-5-one